3-methyl-5-(N-(4-acetylbenzyl)-N-phenethylsulfamoyl)benzofuran-2-carboxylic acid CC1=C(OC2=C1C=C(C=C2)S(N(CCC2=CC=CC=C2)CC2=CC=C(C=C2)C(C)=O)(=O)=O)C(=O)O